NC1=CC=C(C(=C1P(C)(C)=O)Cl)SC1=NC=C(N=C1N)N1CCC2([C@@H]([C@@H](OC2)C)N)CC1 (6-amino-3-((3-amino-5-((3S,4S)-4-amino-3-methyl-2-oxa-8-azaspiro[4.5]decan-8-yl)pyrazin-2-yl)thio)-2-chlorophenyl)dimethylphosphine oxide